C12CNCC2C1C1=NN(C2=C1C(=NC(=C2F)C2=CC(=CC1=CC=C(C(=C21)C#C)F)O)C2CCC2)C2CC2 4-[3-(3-azabicyclo[3.1.0]hexan-6-yl)-4-cyclobutyl-1-cyclopropyl-7-fluoro-pyrazolo[4,3-c]pyridin-6-yl]-5-ethynyl-6-fluoro-naphthalen-2-ol